2-(4-bromobenzyl)isothiazolidine 1,1-dioxide BrC1=CC=C(CN2S(CCC2)(=O)=O)C=C1